6-[2,6-difluoro-4-(2-isopropylsulfanyl-3-pyridyl)phenyl]-6-azaspiro[2.5]-2-Octanoic acid FC1=C(C(=CC(=C1)C=1C(=NC=CC1)SC(C)C)F)N1CCC2(C(C2)C(=O)O)CC1